NC1CCC(CC1)NC(C1=CC=C(C=C1)F)=O N-(4-aminocyclohexyl)-4-fluoro-benzamide